ClC1=CC2=C(N=C(S2)C2CC3(CC(C3)NC(=O)C3CS(CC3)(=O)=O)C2)C=C1 N-[6-(6-chloro-1,3-benzothiazol-2-yl)spiro[3.3]heptan-2-yl]-1,1-dioxo-thiacyclopentane-3-carboxamide